3-Fluoro-4-[4-(4-fluoro-phenyl)-5-methylsulfanyl-pyrimidin-2-ylamino]-N-(2-methyl-5-morpholin-4-ylmethyl-phenyl)-benzamide FC=1C=C(C(=O)NC2=C(C=CC(=C2)CN2CCOCC2)C)C=CC1NC1=NC=C(C(=N1)C1=CC=C(C=C1)F)SC